(R)-2-fluoro-N-(6-fluoroisoquinolin-1-yl)-4-(1-methyl-1H-1,2,3-triazol-4-yl)-N-(piperidin-3-yl)benzamide FC1=C(C(=O)N([C@H]2CNCCC2)C2=NC=CC3=CC(=CC=C23)F)C=CC(=C1)C=1N=NN(C1)C